N-ethyl-2-(8-methoxynaphthalen-1-yl)-N-methylethan-1-amine C(C)N(CCC1=CC=CC2=CC=CC(=C12)OC)C